BrC=1C=C(C=CC1F)NC(=NO)C1=NON=C1NCCCS(NOC)(=O)=O N-(3-bromo-4-fluorophenyl)-N'-hydroxyl-4-((3-(N-methoxylsulfamoyl)-propyl)amino)-1,2,5-oxadiazol-3-formamidine